FC(OC=1C=C(C=CC1F)C=1C=C2C(=NC1)C=NN2CC(=O)N(N)C(=O)NC)F (2-(6-(3-(Difluoromethoxy)-4-fluorophenyl)-1H-pyrazolo[4,3-b]pyridin-1-yl)acetyl)-N-methylhydrazine-1-carboxamide